F[P-](F)(F)(F)(F)F.NC(CC)C=1NC=C[N+]1C 1-aminopropyl-3-methylimidazolium hexafluorophosphate salt